(R)-2-((tert-butoxycarbonyl)amino)-2-cyclopropylacetic acid C(C)(C)(C)OC(=O)N[C@@H](C(=O)O)C1CC1